C(C)N1C(CCCC1)CCO 2-(1-ethylpiperidin-2-yl)ethan-1-ol